C(C(=C)C)(=O)OCC(C(C)OCCC[Si](O[Si](O[Si](O[Si](O[Si](C)(C)CCCC)(C)C)(C)C)(C)C)(C)C)O 3-[3-(9-butyl-1,1,3,3,5,5,7,7,9,9-decamethyl-1-pentasiloxanyl)propoxyl]-2-hydroxylbutyl methacrylate